COC(CCC)N methoxybutan-1-amine